C(C)(C)(C)OC(=O)N[C@H](C(=O)N1[C@@H]([C@H]2C([C@H]2C1)(C)C)C(=O)OC)CC1=CC=NC=C1 methyl (1R,2S,5S)-3-[(2S)-2-(tert-butoxycarbonylamino)-3-(4-pyridyl) propanoyl]-6,6-dimethyl-3-azabicyclo[3.1.0]hexane-2-carboxylate